methyl 5-(7-((4-methoxybenzyl) (methyl) amino)-1,6-naphthyridin-3-yl)-6-methylnicotinate COC1=CC=C(CN(C2=NC=C3C=C(C=NC3=C2)C=2C(=NC=C(C(=O)OC)C2)C)C)C=C1